aminophenyl-cyclohexane NC1(CCCCC1)C1=CC=CC=C1